2-(dimethylamino)-2-methylpropionaldehyde CN(C(C=O)(C)C)C